CO[Si](CCCCCCNCCNCCCCCC[Si](OC)(OC)OC)(OC)OC bis[(3-trimethoxysilylpropyl)propyl]ethylenediamine